CC1(CCN(CC1)C1=NC(=CC=C1C(=O)N)C1=CC(=CC(=C1)OCC(C)C)F)C 2-(4,4-dimethyl-1-piperidyl)-6-(3-fluoro-5-isobutoxyphenyl)pyridin-3-carboxamid